4-(2-thienyl)but-3-en-2-one S1C(=CC=C1)C=CC(C)=O